4-chloro-8-[(2-methylbiphenyl-3-yl)amino]-1,7-naphthyridine-3-carboxylic acid ethyl ester C(C)OC(=O)C=1C=NC2=C(N=CC=C2C1Cl)NC=1C(=C(C=CC1)C1=CC=CC=C1)C